C(C=C)(=O)N1CCC(CC1)N1N=CC(=C1)C=1C=C(C=2N(C1)N=CC2C#N)OC 6-(1-(1-acryloylpiperidin-4-yl)-1H-pyrazol-4-yl)-4-methoxypyrazolo[1,5-a]pyridine-3-carbonitrile